ClC=1C=C(NC=2C3=C(N=CN2)C=CC(=N3)N3C2CN(C(C3)CC2)C(=O)OC(C)(C)C)C=CC1OC(F)F tert-butyl 5-[4-[3-chloro-4-(difluoromethoxy)anilino]pyrido[3,2-d]pyrimidin-6-yl]-2,5-diazabicyclo[2.2.2]octane-2-carboxylate